BrC=1C=C2C(=NC1Br)OC(=C2)C 5,6-dibromo-2-methylfuro[2,3-b]pyridine